(S)-2-(4-(4-nitrophenyl)piperazin-2-yl)acetonitrile [N+](=O)([O-])C1=CC=C(C=C1)N1C[C@@H](NCC1)CC#N